N-(4-(4-amino-3-(3,5-dimethyl-4-((4-methylpyrimidin-2-yl)oxy)phenyl)-7-(1-methyl-1H-pyrazol-4-yl)thieno[3,2-c]pyridin-2-yl)-3-methylphenyl)methacrylamide NC1=NC=C(C2=C1C(=C(S2)C2=C(C=C(C=C2)NC(C(=C)C)=O)C)C2=CC(=C(C(=C2)C)OC2=NC=CC(=N2)C)C)C=2C=NN(C2)C